ClC=1C(N(N=CC1N1C[C@@H](CC1)OC1=CC(=NC=C1)C=1C(=NOC1C)C)CCO)=O (R)-4-chloro-5-(3-((2-(3,5-dimethylisoxazol-4-yl)pyridin-4-yl)oxy)pyrrolidin-1-yl)-2-(2-hydroxyethyl)pyridazin-3(2H)-one